C1=C(C=CC=2OC3=C(C21)C=CC=C3)[C@@H](C(C)C)NC3=CN=C(N(C3=O)CC(=O)OCCCC)C3=C(C=CC=C3)F butyl (R)-2-(5-((1-(dibenzo[b,d]furan-2-yl)-2-methylpropyl) amino)-2-(2-fluorophenyl)-6-oxopyrimidin-1(6H)-yl)acetate